5-cyclopropyl-3-(4,4,5,5-tetramethyl-1,3,2-dioxaborolan-2-yl)pyrazolo[1,5-a]pyridine C1(CC1)C1=CC=2N(C=C1)N=CC2B2OC(C(O2)(C)C)(C)C